3-(6-(1H-pyrazol-1-yl)pyridazin-3-yl)-1-(2,6-difluorobenzyl)-5-methyl-6-(4-nitrophenyl)thieno[2,3-d]pyrimidine-2,4(1H,3H)-dione N1(N=CC=C1)C1=CC=C(N=N1)N1C(N(C2=C(C1=O)C(=C(S2)C2=CC=C(C=C2)[N+](=O)[O-])C)CC2=C(C=CC=C2F)F)=O